C(C)(CC)OC(CC)=O sec-Butylpropanoat